(3-bromophenyl)bis(2,6-dimethylphenyl)borane BrC=1C=C(C=CC1)B(C1=C(C=CC=C1C)C)C1=C(C=CC=C1C)C